NC=1C2=C(N(C(N1)=O)C=1C(=NC=CC1)C)N=C(C=C2)C2CCCC2 4-amino-7-cyclopentyl-1-(2-methyl-3-pyridinyl)pyrido[2,3-d]pyrimidin-2-one